7-((2-((2-(difluoromethoxy)-4-(3,3-dimethylpiperazin-1-yl)phenyl)amino)-5-(trifluoromethyl)pyrimidin-4-yl)amino)isoindolin-1-one FC(OC1=C(C=CC(=C1)N1CC(NCC1)(C)C)NC1=NC=C(C(=N1)NC=1C=CC=C2CNC(C12)=O)C(F)(F)F)F